CC(C)=CCC\C(\C)=C\C\C=C(/C)\C=C (E)-α-farnesene